tert-butyl (2R)-2-(tert-butoxycarbonylamino)-3-sulfanyl-propionate C(C)(C)(C)OC(=O)N[C@H](C(=O)OC(C)(C)C)CS